8-(3-((2-((3-methyl-1-(1-methylpiperidin-4-yl)-1H-pyrazol-4-yl)amino)-5-(trifluoromethyl)pyrimidin-4-yl)amino)propyl)-5-oxa-8-azaspiro[2.6]nonan-9-one CC1=NN(C=C1NC1=NC=C(C(=N1)NCCCN1CCOCC2(CC2)C1=O)C(F)(F)F)C1CCN(CC1)C